COS(=O)(=O)[O-].[Fe+3].COS(=O)(=O)[O-].COS(=O)(=O)[O-] iron(III) methylsulfate